N-((4,6-dimethyl-2-oxo-1,2-dihydropyridin-3-yl)methyl)-1-isopropyl-6-(6-(4-isopropylpiperazin-1-yl)pyridin-3-yl)-1H-indole-4-carboxamide CC1=C(C(NC(=C1)C)=O)CNC(=O)C=1C=2C=CN(C2C=C(C1)C=1C=NC(=CC1)N1CCN(CC1)C(C)C)C(C)C